(1S,2S)-N-[3-(4,6-dimethoxypyrimidin-5-yl)-1-[[2-(trimethylsilyl)ethoxy]methyl]pyrrolo[2,3-b]pyridin-6-yl]-2-fluorocyclopropane-1-carboxamide COC1=NC=NC(=C1C1=CN(C2=NC(=CC=C21)NC(=O)[C@H]2[C@H](C2)F)COCC[Si](C)(C)C)OC